F[C@@H]1C[C@H]2[C@H]3CN[C@@H]([C@H]3[C@@H]1C2)C(=O)OC methyl (1S,2R,3S,6R,7S,9R)-9-fluoro-4-azatricyclo[5.2.1.0^{2,6}]decane-3-carboxylate